CCNCC1=CC=C(C=C1)OC N-[(4-methoxyphenyl)methyl]ethanamine